C(C)OC(NC1=C(C=C(C=C1)NCC1=CC=C(C=C1)OC)OC1CCCC1)=O [2-Cyclopentyloxy-4-(4-methoxybenzylamino)-phenyl]-carbamic acid ethylester